FC1CCN(CC1)C1=NC(=NC=C1)NC1CC2(CC(C2)OC2=C(C(=O)N)C=CC=N2)C1 2-(((2S,4s,6S)-6-((4-(4-fluoropiperidin-1-yl)pyrimidin-2-yl)amino)spiro[3.3]heptan-2-yl)oxy)nicotinamide